[N+](=O)([O-])C1=CC=C(C=N1)N1CCC(CC1)CC1=CC=C(C(=O)OC)C=C1 methyl 4-[[1-(6-nitro-3-pyridyl)-4-piperidyl]methyl]benzoate